FC1=C(C=CC(=C1)S(=O)(=O)N1CCN(CC1)C)NC=1N=C2N(C(C1C)=O)C=C(C=C2)C=2C=NN(C2)C2CN(C2)C(=O)OCCCC butyl 3-(4-(2-((2-fluoro-4-((4-methylpiperazin-1-yl)sulfonyl)phenyl)amino)-3-methyl-4-oxo-4H-pyrido[1,2-a]pyrimidin-7-yl)-1H-pyrazol-1-yl)azetidine-1-carboxylate